2-(2,3,4,5-tetrahydro-1H-pyrido[4,3-b]indol-8-yl)benzonitrile hydrochloride Cl.C1NCCC=2NC=3C=CC(=CC3C21)C2=C(C#N)C=CC=C2